2-phenethyl-6-(2-(trifluoromethyl)phenyl)isoquinolin-1(2H)-one C(CC1=CC=CC=C1)N1C(C2=CC=C(C=C2C=C1)C1=C(C=CC=C1)C(F)(F)F)=O